N=1N=CN2C=NC(=CC21)OC2=C(C=C(C=C2)NC2=NC=NC1=CC=C(C=C21)C(C(=O)O)=C)C (4-((4-([1,2,4]triazolo[4,3-c]pyrimidin-7-yloxy)-3-methylphenyl)amino)quinazolin-6-yl)acrylic acid